tert-butyl ((1-(4-(4,4,5,5-tetramethyl-1,3,2-dioxaborolan-2-yl)phenyl)cyclopropyl)methyl)carbamate CC1(OB(OC1(C)C)C1=CC=C(C=C1)C1(CC1)CNC(OC(C)(C)C)=O)C